OCC1CCC(CC1)N1N=C2N=C(C(=CC2=C1)NC(=O)C1=NC(=CC=C1)C(F)(F)F)OC N-[2-[4-(hydroxymethyl)cyclohexyl]-6-methoxy-pyrazolo[3,4-b]pyridin-5-yl]-6-(trifluoromethyl)pyridine-2-carboxamide